6-[(4-bromopyrazol-1-yl)methyl]-2-azaspiro[3.3]heptane-2-carboxylic acid tert-butyl ester C(C)(C)(C)OC(=O)N1CC2(C1)CC(C2)CN2N=CC(=C2)Br